N-[(5-chloropyridin-2-yl)methyl]-2-[(3R)-3-methyl[1,4'-bipiperidin]-1'-yl]-1,3-thiazole-5-carboxamide ClC=1C=CC(=NC1)CNC(=O)C1=CN=C(S1)N1CCC(CC1)N1C[C@@H](CCC1)C